O=C1NC(CCC1N1C(N(C2=C1C=CC=C2CCCCCC=O)C)=O)=O 6-(1-(2,6-Dioxopiperidin-3-yl)-3-methyl-2-oxo-2,3-dihydro-1H-benzo[d]imidazol-4-yl)hexanal